ClC1=CC=C(C(=N1)C(=O)N1C(CC1)C(F)(F)F)C(F)F [6-chloro-3-(difluoromethyl)-2-pyridyl]-[2-(trifluoromethyl)azetidin-1-yl]methanone